CC1(N(CC(C1)CCCCCNC1=NC(=CC=C1)S(N)(=O)=O)C(=O)OC(C)(C)C)C tert-Butyl 2,2-dimethyl-4-[5-[(6-sulfamoyl-2-pyridyl)amino]pentyl]pyrrolidine-1-carboxylate